CC1=C(C(=NN1)C1=C(C=CC=C1)C)O 5-methyl-3-(o-tolyl)-pyrazol-4-ol